C1OC[C@@H]2[C@@H]1CC(C2)O[C@@H](CO)C2=C(C=CC=C2)OC (2R)-2-[[(3aS,6aS)-3,3a,4,5,6,6a-hexahydro-1H-cyclopenta[c]furan-5-yl]oxy]-2-(2-methoxyphenyl)ethanol